C(C)(C)C1=CNC2=C1N=C(N=C2)C2CCN(CC2)C2CCN(CC2)C(C)C 7-isopropyl-2-(1'-isopropyl-[1,4'-bipiperidin]-4-yl)-5H-pyrrolo[3,2-d]pyrimidine